N1=C(SC2=C1CCOC2)C=2C(=C1C(=NC2)NC=C1)NC1C[C@@H]2[C@@H](CN(C2)S(=O)(=O)NCCO)C1 (3aR,5s,6aS)-5-((5-(6,7-dihydro-4H-pyrano[4,3-d]thiazol-2-yl)-1H-pyrrolo[2,3-b]pyridin-4-yl)amino)-N-(2-hydroxyethyl)hexahydrocyclopenta[c]pyrrole-2(1H)-sulfonamide